2-(2-bromo-4-chloro-5-methoxyphenyl)-2H-1,2,3-triazole BrC1=C(C=C(C(=C1)Cl)OC)N1N=CC=N1